N-[5-[(7-chloro-1-[[2-(trimethylsilyl)ethoxy]methyl]indazol-4-yl)methoxy]-1,3,4-thiadiazol-2-yl]-3-(2-methoxyphenyl)pyridine-4-carboxamide ClC=1C=CC(=C2C=NN(C12)COCC[Si](C)(C)C)COC1=NN=C(S1)NC(=O)C1=C(C=NC=C1)C1=C(C=CC=C1)OC